[(E)-prop-1-enyl]boronic acid C(=C\C)/B(O)O